N-(3-chloro-4-(4-(2-(4-hydroxypiperidin-4-yl)acetyl)piperazine-1-carbonyl)phenyl)-5-(4-(difluoromethoxy)-2,3-difluorophenyl)-1-methyl-1H-imidazole-2-carboxamide formate C(=O)O.ClC=1C=C(C=CC1C(=O)N1CCN(CC1)C(CC1(CCNCC1)O)=O)NC(=O)C=1N(C(=CN1)C1=C(C(=C(C=C1)OC(F)F)F)F)C